(R)-5-(5-methyl-3-((1-methylpiperidin-3-yl)amino)-1,2,4-triazin-6-yl)benzo[b]thiophen-4-ol CC=1N=C(N=NC1C1=C(C2=C(SC=C2)C=C1)O)N[C@H]1CN(CCC1)C